ClC1=NN2C(N=CC(=C2[C@H](C)OC)NC2=CC=C(C=C2)[C@@H](C(F)(F)F)N(C(=O)C2CCN(CC2)C(=O)OC)C)=N1 methyl 4-{[(1S)-1-[4-({2-chloro-7-[(1S)-1-methoxyethyl]-[1,2,4]triazolo[1,5-a]pyrimidin-6-yl}amino)phenyl]-2,2,2-trifluoroethyl](methyl)carbamoyl}piperidine-1-carboxylate